(tert-butoxycarbonyl)-4-(3-(cyclopropylmethoxy)-4-(difluoromethoxy)phenyl)piperazine-2-carboxylic acid C(C)(C)(C)OC(=O)N1C(CN(CC1)C1=CC(=C(C=C1)OC(F)F)OCC1CC1)C(=O)O